(R)-N-(4-hydroxybenzyl)-2-((S)-2-(isoindolin-2-yl)-2-phenylacetamido)-5-((Z)-2-((2-propionamidoethyl)carbamoyl)guanidino)pentanamide OC1=CC=C(CNC([C@@H](CCCN\C(=N/C(NCCNC(CC)=O)=O)\N)NC([C@H](C2=CC=CC=C2)N2CC3=CC=CC=C3C2)=O)=O)C=C1